N-(3-(3-propyl-1H-pyrrolo[3,2-b]pyridin-5-yl)phenyl)acetamide C(CC)C1=CNC=2C1=NC(=CC2)C=2C=C(C=CC2)NC(C)=O